ClC1=NC(=C2N=CN(C2=N1)C1OCCCC1)N1CCOCC1 4-(2-chloro-9-(tetrahydro-2H-pyran-2-yl)-9H-purin-6-yl)morpholine